di-tert-butyl (S)-6-chloro-1-((S)-2,3-dihydroxypropyl)-3,4-dihydro-1H-pyrido[3,4-b]indole-2,9-dicarboxylate ClC=1C=C2C3=C(N(C2=CC1)C(=O)OC(C)(C)C)[C@@H](N(CC3)C(=O)OC(C)(C)C)C[C@@H](CO)O